C(C)OC(=O)C=1N=CN(C1)CC1=CC(=C(C=C1)N1CC2CC2C1)C#N 1-[(4-{3-azabicyclo[3.1.0]hex-3-yl}-3-cyanophenyl)methyl]-1H-imidazole-4-carboxylic acid ethyl ester